N-(1-isopentylpiperidin-4-yl)-3,3,5-trimethyl-2,3-dihydro-1H-pyrrolo[3,2-b]pyridine C(CC(C)C)N1CCC(CC1)N1CC(C2=NC(=CC=C21)C)(C)C